trimethoxy(3-((2-methyl-5-(propan-2-ylidene)cyclohexyl)thio)propyl)silane CO[Si](CCCSC1C(CCC(C1)=C(C)C)C)(OC)OC